C(C1=CC=CC=C1)(=O)N1CCN(CC1)CC(=O)N1CCCC12C(NC1=CC=CC=C1C2)=O 1-(2-(4-Benzoylpiperazin-1-yl)acetyl)-1',4'-dihydro-2'H-spiro[pyrrolidine-2,3'-quinoline]-2'-one